FC(C=1C(=NC(=NC1)N)N)(F)F 5-trifluoromethyl-pyrimidine-2,4-diamine